ClC1=C(C=C(C=C1)Cl)N1C[C@@H](CC1)C(=O)NC1=C(C=C(C=C1C)CO)C |r| Racemic-1-(2,5-dichlorophenyl)-N-(4-(hydroxymethyl)-2,6-dimethylphenyl)pyrrolidine-3-carboxamide